C(C)(C)C1=NNC(=C1)OC1CNCCC1 3-isopropyl-5-(piperidin-3-oxy)pyrazole